2,5-bis[[4-(6-prop-2-enyloxyhexyloxy)benzoyl]oxy]benzoic acid pentyl ester C(CCCC)OC(C1=C(C=CC(=C1)OC(C1=CC=C(C=C1)OCCCCCCOCC=C)=O)OC(C1=CC=C(C=C1)OCCCCCCOCC=C)=O)=O